2-amino-9-((2R,3S,4R,5R)-5-(chloromethyl)-3-fluoro-4-hydroxy-5-(hydroxymethyl)-tetrahydrofuran-2-yl)-1,9-dihydro-6H-purin-6-one NC=1NC(C=2N=CN(C2N1)[C@@H]1O[C@@]([C@H]([C@@H]1F)O)(CO)CCl)=O